C(C1=CC=CC=C1)OC(=O)N(CC=CC1=C(NC2=NC=CC(=C21)C2=CC=CC(=N2)N[C@H]2C[C@H](N(C2)C(=O)OC(C)(C)C)C(=O)O)C)C (2S,4S)-4-[[6-[3-[3-[benzyloxycarbonyl(methyl)amino]prop-1-enyl]-2-methyl-1H-pyrrolo[2,3-b]pyridin-4-yl]-2-pyridyl]amino]-1-tert-butoxycarbonyl-pyrrolidine-2-carboxylic acid